ClC=1C2=C(N=CN1)N1C(=C2C2=CC(=C(C=C2)OC2=NC(=CC=C2)C)F)N(CC1)C1=C(C(=CC=C1)[N+](=O)[O-])F 4-chloro-6-(2-fluoro-3-nitrophenyl)-5-(3-fluoro-4-((6-methylpyridin-2-yl)oxy)phenyl)-7,8-dihydro-6H-imidazo[1',2':1,5]pyrrolo[2,3-d]pyrimidine